O[C@@H]1[C@H](CCCC1)NC(=O)C=1C=C(C=2N(N1)C=CC2)CC2=C(C=CC=C2)C(NCC(C)C)=O N-[(1S,2S)-2-Hydroxycyclohexyl]-4-(2-isobutylcarbamoylbenzyl)-pyrrolo[1,2-b]pyridazin-2-carboxamid